(R)-2-methoxy-1-(3-methyl-4-(2-((5-(5-methyl-1H-pyrazol-4-yl)thiazolo[5,4-b]-pyridin-2-yl)amino)-pyridin-4-yl)piperazin-1-yl)ethanone COCC(=O)N1C[C@H](N(CC1)C1=CC(=NC=C1)NC=1SC2=NC(=CC=C2N1)C=1C=NNC1C)C